CC=1C=CC(C(C1)=O)N1N=C(C(=CC1)C1=CC=C(C=C1)F)C(=O)O 4-methyl-6-oxo-(4-fluorophenyl)-phenyl-1,6-dihydropyridazine-3-carboxylic acid